CN1N=CC2=CC=C(C=C12)OB(O)O (1-methyl-1H-indazol-6-yl)boric acid